N,N'-bis[(2-hydroxyphenyl)-methylene]-1,2-phenylenediamine OC1=C(C=CC=C1)C=NC1=C(C=CC=C1)N=CC1=C(C=CC=C1)O